O1C(CC1)C(COCCC[SiH2]CCCOCC(CC)C1OCC1)CC di(2-oxetanylbutoxypropyl)silane